N1=NN=C2C1=NC=N2 imidazo[4,5-d]triazole